vinylbenzylmethylimidazolium chloride [Cl-].C(=C)C=1[N+](=C(NC1)C)CC1=CC=CC=C1